2-(dimethylamino)-1-(2-(3'-((3-(hydroxymethyl)-1,7-naphthyridin-8-yl)amino)-2,2'-dimethyl-[1,1'-biphenyl]-3-yl)-4,6-dihydro-5H-pyrrolo[3,4-d]oxazol-5-yl)ethan-1-one CN(CC(=O)N1CC=2N=C(OC2C1)C=1C(=C(C=CC1)C1=C(C(=CC=C1)NC=1N=CC=C2C=C(C=NC12)CO)C)C)C